C1=CC=CC=2C3=CC=CC=C3N(C12)C1=CC=C(C=C1)C=1C(=C(C(=C(C1N1C2=CC=C(C=C2C=2C=C(C=CC12)C1=CC=CC=C1)C1=CC=CC=C1)N1C2=CC=C(C=C2C=2C=C(C=CC12)C1=CC=CC=C1)C1=CC=CC=C1)C1=CC=C(C=C1)N1C2=CC=CC=C2C=2C=CC=CC12)C1=NC=CC=C1)C#N 4,4''-di(9H-carbazol-9-yl)-5',6'-bis(3,6-diphenyl-9H-carbazol-9-yl)-3'-(pyridin-2-yl)-[1,1':4',1''-terphenyl]-2'-carbonitrile